COC=1C(=NN2C1CNCCC2)NC 3-methoxy-N-methyl-5,6,7,8-tetrahydro-4H-pyrazolo[1,5-a][1,4]diazepin-2-amine